[Ni].[Li].C(C)N(CCO)CCO N-ethyldiethanolamine Lithium-nickel